methyl 4-(4-(3-aminopropyl)piperazin-1-yl)-2-(3-((tert-butoxycarbonyl)amino)prop-1-yn-1-yl)benzoate NCCCN1CCN(CC1)C1=CC(=C(C(=O)OC)C=C1)C#CCNC(=O)OC(C)(C)C